OC1=C(C=C(C=C1C(C)(C)CC)C(C)(C)CC)C1=CC=CC=2NN=NC21 (2-hydroxyl-3,5-ditert-pentylphenyl)benzotriazole